N[C@@H]1[C@@H](OCC12CCN(CC2)C=2C(=NC(=CN2)SC2=C(C=1N(C=C2)C=C(N1)C1=CC=C(C=C1)OC)Cl)CO)C (3-((3S,4S)-4-amino-3-methyl-2-oxa-8-azaspiro[4.5]decan-8-yl)-6-((8-chloro-2-(4-methoxyphenyl)imidazo[1,2-a]pyridin-7-yl)thio)pyrazin-2-yl)methanol